5-ethyl-6-propylnorbornene C(C)C1C2C=CC(C1CCC)C2